C(C)(C)(C)OC(NC=1SC(=NN1)C#CC1CC1)=O (5-(Cyclopropylethynyl)-1,3,4-thiadiazol-2-yl)carbamic acid tert-butyl ester